Cl.NC1CCC(CC1)COC=1C(=NC=NC1)C=1C=NN(C1)C1=C(C#N)C=CC=C1 2-(4-(5-(((1s,4s)-4-aminocyclohexyl)methoxy)pyrimidin-4-yl)-1H-pyrazol-1-yl)benzonitrile hydrochloride